N-((1S)-1-cyclohexyl-2-((2-(methylcarbamoyl)-2-(2-oxo-4-(trifluoromethyl)imidazolidin-1-yl)-2,3-dihydro-1H-inden-5-yl)amino)-2-oxoethyl)-1-methyl-1H-pyrazole-5-carboxamide C1(CCCCC1)[C@@H](C(=O)NC=1C=C2CC(CC2=CC1)(N1C(NC(C1)C(F)(F)F)=O)C(NC)=O)NC(=O)C1=CC=NN1C